N1N=NC2=C1C=CC(=C2)CN2C(C1=CC=CC=C1C2CC2=C(C(=NN2C)C2CC2)Cl)=O 2-((1H-benzo[d][1,2,3]triazol-5-yl)methyl)-3-((4-chloro-3-cyclopropyl-1-methyl-1H-pyrazol-5-yl)methyl)isoindolin-1-one